6-(2-cyclopropyloxazolo[5,4-b]pyridin-6-yl)-5-(1-((1-fluorocyclopentyl)methyl)-1H-pyrazol-4-yl)picolinonitrile C1(CC1)C=1OC2=NC=C(C=C2N1)C1=C(C=CC(=N1)C#N)C=1C=NN(C1)CC1(CCCC1)F